3-((4-amino-2-(ethoxymethyl)-1-(2-hydroxy-2-methylpropyl)-1H-imidazo[4,5-c]quinolin-7-yl)methyl)-N-(2-aminoethyl)benzylamine NC1=NC=2C=C(C=CC2C2=C1N=C(N2CC(C)(C)O)COCC)CC=2C=C(CNCCN)C=CC2